ClC=1C(N(C(=CC1OC([2H])([2H])C1=NC=C(C=C1F)F)C)C1=CC(=NC=C1C)C1=CC=C2C(=N1)C(NC2=O)(C)C)=C=O 2-(3-chloro-4-((3,5-difluoropyridin-2-yl)methoxy-d2)-5',6-dimethyl-2-carbonyl-2H-[1,4'-bipyridine]-2'-yl)-7,7-dimethyl-6,7-dihydro-5H-pyrrolo[3,4-b]Pyridin-5-one